C(C=C)SC1=C(C2=CC=CC=C2C=C1)SCC=C Bis(Allylthio)Naphthalene